FC(C1=CC=C(CO[C@H]2[C@@H](CNC2)N2N=NC(=C2)C=2C=CC(=NC2)N)C=C1)(F)F 5-(1-(trans-4-(4-(trifluoromethyl)benzyloxy)pyrrolidin-3-yl)-1H-1,2,3-triazol-4-yl)pyridin-2-amine